C(C)OC(C(F)F)O Ethoxy-2,2-difluoro-ethanol